2-carboxy-5-pyridineboronic acid C(=O)(O)C1=NC=C(C=C1)B(O)O